cis-4-iodo-1-(3-methoxycyclobutyl)-1H-pyrazole IC=1C=NN(C1)[C@@H]1C[C@@H](C1)OC